(3R)-3-(4-{2-[ethyl(isopropyl)carbamoyl]-4-fluorophenyl}-1-methyl-1H-indazol-6-yl)pyrrolidine-1-carboxylic acid tert-butyl ester C(C)(C)(C)OC(=O)N1C[C@H](CC1)C1=CC(=C2C=NN(C2=C1)C)C1=C(C=C(C=C1)F)C(N(C(C)C)CC)=O